5-(7-(difluoromethyl)-6-(1-methyl-1H-pyrazol-4-yl)-3,4-dihydroquinolin-1(2H)-yl)-1,3-dimethyl-6-((triisopropylsilyl)ethynyl)-1H-benzo[d]imidazol-2(3H)-one FC(C1=C(C=C2CCCN(C2=C1)C1=CC2=C(N(C(N2C)=O)C)C=C1C#C[Si](C(C)C)(C(C)C)C(C)C)C=1C=NN(C1)C)F